2-(acetoxyimino)-1-(4-((4-(3-oxo-3-phenylprop-1-en-1-yl)phenyl)thio)phenyl)octan-1-one C(C)(=O)ON=C(C(=O)C1=CC=C(C=C1)SC1=CC=C(C=C1)C=CC(C1=CC=CC=C1)=O)CCCCCC